CC=1N(C(=CN1)[N+](=O)[O-])CC(=O)O 2-(2-methyl-5-nitroimidazol-1-yl)acetic acid